OC1CC(NC1)C(=O)NCC1=CC=C(C=C1)C1=C(N=CS1)C 4-hydroxy-N-{[4-(4-methyl-1,3-thiazol-5-yl)phenyl]Methyl}pyrrolidine-2-carboxamide